2-((4-(2-(4-chlorophenoxy)acetyl)piperazin-1-yl)methyl)-3-(2-isopropoxy-5-(2-(4-methyl-1H-imidazol-1-yl)acetyl)phenyl)quinazolin-4(3H)-one ClC1=CC=C(OCC(=O)N2CCN(CC2)CC2=NC3=CC=CC=C3C(N2C2=C(C=CC(=C2)C(CN2C=NC(=C2)C)=O)OC(C)C)=O)C=C1